3-cyclobutylpropanoic acid C1(CCC1)CCC(=O)O